[Pd].[Pd].COC=1C=C(C(=O)N)C=CC1NCC#CC=1N(C2=CC=CC(=C2C1)NC1CCC(CC1)N(C)C)CC(F)(F)F 3-methoxy-4-{[3-(4-{[(1S,4S)-4-(dimethylamino)cyclohexyl]amino}-1-(2,2,2-trifluoroethyl)-1H-indol-2-yl)prop-2-yn-1-yl]amino}benzamide dipalladium